2-(3,3'-dimethyl-6-nitro-3'H-spiro[chromene-2,2'-indol]-1'-yl)-ethanol CC1=CC2=CC(=CC=C2OC12N(C1=CC=CC=C1C2C)CCO)[N+](=O)[O-]